4-isothiocyanato-8-methyl-1,2,3,5,6,7-hexahydro-s-indacene N(=C=S)C1=C2CCCC2=C(C=2CCCC12)C